BrC1=CC=C(C(=C1C(C)O)F)F 1-(6-bromo-2,3-difluorophenyl)ethan-1-ol